diethylsilylidene(tetramethylcyclopentadienyl)(3-methyl-5-t-butyl-phenoxy)titanium dichloride [Cl-].[Cl-].C(C)[Si](CC)=[Ti+2](OC1=CC(=CC(=C1)C(C)(C)C)C)C1(C(=C(C(=C1)C)C)C)C